isopropyl ((R)-(((2S,3R,4S,5R)-5-(2-amino-6-(methylamino)-9H-purin-9-yl)-4-chloro-2,4-difluoro-3-hydroxytetrahydrofuran-2-yl)methoxy)(phenoxy)phosphoryl)-L-alaninate NC1=NC(=C2N=CN(C2=N1)[C@H]1[C@@]([C@@H]([C@@](O1)(F)CO[P@@](=O)(OC1=CC=CC=C1)N[C@@H](C)C(=O)OC(C)C)O)(F)Cl)NC